1-N-(3-aminopropyl)-4-N-(4-(tert-butyl)phenyl)cyclohexane-1,4-diamine NCCCNC1CCC(CC1)NC1=CC=C(C=C1)C(C)(C)C